ClC1=C(C(=NC(=C1)Cl)C)CO (4,6-dichloro-2-methyl-3-pyridyl)methanol